BrC=1C=C2C(N(C(=NC2=CC1)[C@H](CCC)N1CCNC[C@@H](C1)O)CC)=O 6-bromo-3-ethyl-2-((S)-1-((S)-6-hydroxy-1,4-diazepan-1-yl)butyl)quinazolin-4(3H)-one